4-chloro-N-methyl-N-[(3R)-1-methyl-3-piperidinyl]-5,6,7,8-tetrahydrophthalazin-1-amine ClC1=NN=C(C=2CCCCC12)N([C@H]1CN(CCC1)C)C